NC1=CC=C(C(=N1)F)C1SC2=CC(=CC=C2C(=C1)C1=CC=C(C=C1)O[C@@H]1CN(CC1)CCCF)O (6-amino-2-fluoro-3-pyridyl)-4-[4-[(3S)-1-(3-fluoropropyl)pyrrolidin-3-yl]oxyphenyl]-2H-thiochromen-7-ol